1,3-didecyl-1,1,3,3-tetramethyldisilazane C(CCCCCCCCC)[Si](N[Si](C)(C)CCCCCCCCCC)(C)C